(2-chloro-benzyl)-proline ClC1=C(CN2[C@@H](CCC2)C(=O)O)C=CC=C1